tert-Butyl 6-(2H-1,2,3-triazol-4-yl)-1,4-oxazepane-4-carboxylate N=1NN=C(C1)C1CN(CCOC1)C(=O)OC(C)(C)C